1-(4-(5-((4-(6-(1H-Pyrazol-4-yl)imidazo[1,2-a]pyridin-3-yl)pyrimidin-2-yl)amino)pyridin-2-yl)piperazin-1-yl)ethan-1-one N1N=CC(=C1)C=1C=CC=2N(C1)C(=CN2)C2=NC(=NC=C2)NC=2C=CC(=NC2)N2CCN(CC2)C(C)=O